CN(CCOC(=O)OC(C(=O)OCCCCCCCC\C=C/C\C=C/CCCCC)CCC(=O)OCCCCCCCC\C=C/C\C=C/CCCCC)C Di((9Z,12Z)-octadeca-9,12-dien-1-yl) 2-(((2-(dimethylamino)ethoxy)carbonyl)oxy)-pentanedioate